C(CC)(=S)OCCO Ethylene glycol bisthiopropionate